ClC1=CC(=C(C=C1)C1OC2=C(O1)C=CC=C2C2=CC(=C(C(=C2)F)CC2=NC1=C(N2C[C@H]2OCC2)C=C(C=C1)C(=O)OC)F)F methyl 2-({4-[2-(4-chloro-2-fluorophenyl)-2H-1,3-benzodioxol-4-yl]-2,6-difluorophenyl} methyl)-1-{[(2S)-oxetan-2-yl] methyl}-1H-1,3-benzodiazole-6-carboxylate